3-fluoro-N-(4-fluoro-3-methylphenyl)-1-methyl-1H-pyrrole-2-carboxamide FC1=C(N(C=C1)C)C(=O)NC1=CC(=C(C=C1)F)C